(S)-2-(4-(2-(1-Cyclopropylethyl)-7-(methylsulfonyl)-1-oxoisoindolin-5-yl)pyridin-2-yl)-4-methyl-1H-imidazole C1(CC1)[C@H](C)N1C(C2=C(C=C(C=C2C1)C1=CC(=NC=C1)C=1NC=C(N1)C)S(=O)(=O)C)=O